(1R,2S,3R,5R)-3-(5-(4-benzylthiazol-2-yl)-2-chloro-7H-pyrrolo[2,3-d]pyrimidin-7-yl)-5-(1-methylpiperidin-4-yl)cyclopentane-1,2-diol C(C1=CC=CC=C1)C=1N=C(SC1)C1=CN(C=2N=C(N=CC21)Cl)[C@H]2[C@@H]([C@@H]([C@H](C2)C2CCN(CC2)C)O)O